tert-butyl(tert-butoxycarbonyl)(3-(3-(2-fluoro-4-nitrophenyl)isoxazol-5-yl)-5-(4-(isopropylsulfonyl)benzeneyl)pyrazin-2-yl)carbamate C(C)(C)(C)OC(N(C1=NC=C(N=C1C1=CC(=NO1)C1=C(C=C(C=C1)[N+](=O)[O-])F)C1=CC=C(C=C1)S(=O)(=O)C(C)C)C(=O)OC(C)(C)C)=O